N1=C(C=CC=C1)CN(CC1=CC=C(C=C1)CNC1CCCC=2C=CC=NC12)CCNCC=1NC=CN1 N-(2-pyridinylmethyl)-N1-[2-[(1H-imidazol-2-ylmethyl)amino]ethyl]-N'-(5,6,7,8-tetrahydro-8-quinolinyl)-1,4-benzenedimethanamine